BrC1=C(C=CC=C1)C=1N2C(C=3C=CC=CC3C1)=C1C=CC=CC1=N2 6-(2-Bromophenyl)indazolo[3,2-a]isoquinoline